2-isopropyl-1'-methyl-1',3'-dihydro-2'H-[1,5'-bi-benzo[d]imidazol]-2'-one C(C)(C)C1=NC2=C(N1C1=CC3=C(N(C(N3)=O)C)C=C1)C=CC=C2